N-(3,3-dimethylbutyl)methacrylamide CC(CCNC(C(=C)C)=O)(C)C